O[C@H]1[C@H](N(CC2=CC=CC=C12)C(=O)OC(C)(C)C)CC(C)C tert-Butyl (3R,4R)-4-hydroxy-3-isobutyl-3,4-dihydro-1H-isoquinoline-2-carboxylate